(1-((2-(2-methyl-[1,1'-biphenyl]-3-yl)-6-(methylthio)benzo[d]oxazol-5-yl)methyl)piperidin-2-yl)methanol CC1=C(C=CC=C1C=1OC2=C(N1)C=C(C(=C2)SC)CN2C(CCCC2)CO)C2=CC=CC=C2